tert-butyl (S)-2-(5-(ethoxycarbonyl)-4-(4-((4-methoxypyridin-2-yl)carbamoyl)phenyl)-1H-imidazol-2-yl)piperidine-1-carboxylate C(C)OC(=O)C1=C(N=C(N1)[C@H]1N(CCCC1)C(=O)OC(C)(C)C)C1=CC=C(C=C1)C(NC1=NC=CC(=C1)OC)=O